4-cyclopropyl-5-(4,4,5,5-tetramethyl-1,3,2-dioxaborolan-2-yl)pyridazine C1(CC1)C1=CN=NC=C1B1OC(C(O1)(C)C)(C)C